tert-butyl 3-cyano-3-(hydroxymethyl)azetidine-1-carboxylate C(#N)C1(CN(C1)C(=O)OC(C)(C)C)CO